(S)-N-(5-(2-(3-ethylmorpholino)acetamido)-2-methylpyridin-3-yl)-2-(1-methyl-1H-pyrazol-4-yl)pyrazolo[5,1-b]thiazole-7-carboxamide C(C)[C@H]1COCCN1CC(=O)NC=1C=C(C(=NC1)C)NC(=O)C=1C=NN2C1SC(=C2)C=2C=NN(C2)C